cis-6-Dodecen CCCCC\C=C/CCCCC